tert-butyl 3-[1-[2-fluoro-4-(trifluoromethoxy)phenyl]-4-vinyl-pyrazolo[3,4-b]pyridin-3-yl]azetidine-1-carboxylate FC1=C(C=CC(=C1)OC(F)(F)F)N1N=C(C=2C1=NC=CC2C=C)C2CN(C2)C(=O)OC(C)(C)C